heptadecafluoroDecyl-Trimethoxysilane FC(C(C(C(C(C(C(F)(F)[Si](OC)(OC)OC)(F)F)(F)F)(F)F)(F)F)(F)F)(CCC(F)(F)F)F